4-(6-(4-aminopiperidin-1-yl)-5-cyano-4-(4-cyano-3-fluorophenyl)pyridin-3-yl)-N-hydroxybenzoamide hydrochloride Cl.NC1CCN(CC1)C1=C(C(=C(C=N1)C1=CC=C(C(=O)NO)C=C1)C1=CC(=C(C=C1)C#N)F)C#N